trans-3-methoxy-1-(5-(2-(piperidin-4-ylmethyl-amino)cyclopropyl)indolin-1-yl)propan-1-one COCCC(=O)N1CCC2=CC(=CC=C12)[C@H]1[C@@H](C1)NCC1CCNCC1